3-acetoxymethyl-2,2-dimethyl-cyclopropanecarboxylic acid ethyl ester C(C)OC(=O)C1C(C1COC(C)=O)(C)C